N-(1-benzyl-3,3,3-trifluoro-1-methyl-propyl)-8-fluoro-quinoline C(C1=CC=CC=C1)C(CC(F)(F)F)(C)N1CC=CC2=CC=CC(=C12)F